1-Benzyl 4-[3-[[2-(2,6-dioxo-3-piperidyl)-1,3-dioxo-isoindolin-4-yl]-methyl-amino]propoxy]piperidine-1-carboxylate O=C1NC(CCC1N1C(C2=CC=CC(=C2C1=O)N(CCCOC1CCN(CC1)C(=O)OCC1=CC=CC=C1)C)=O)=O